ClC1=CC=C(C=C1)C1=CC(=C(O1)C)C(=O)N1CCN(CC1)C1=C(C=CC=C1)/C=C/C(=O)NO (E)-3-(2-(4-(5-(4-chlorophenyl)-2-methylfuran-3-carbonyl)piperazin-1-yl)phenyl)-N-hydroxyacrylamide